2-fluoro-5-(2-(4-morpholinophenyl-amino)pyrimidin-4-yl)benzonitrile FC1=C(C#N)C=C(C=C1)C1=NC(=NC=C1)NC1=CC=C(C=C1)N1CCOCC1